(E)-3-(2-ethoxyvinyl)-5,6-dimethylpyrazine-2-carboxylic acid C(C)O/C=C/C=1C(=NC(=C(N1)C)C)C(=O)O